CN1CC=2N(CC1)C(C(=C(N2)C(F)(F)F)C=2C=NN(C2)CC(C(F)(F)F)(F)F)=O 8-Methyl-3-[1-(2,2,3,3,3-pentafluoropropyl)-1H-pyrazol-4-yl]-2-(trifluoromethyl)-4H,6H,7H,8H,9H-pyrimido[1,2-a]pyrazin-4-one